NC1=NC=NN2C1=CC=C2[C@]2([C@@H]([C@@H]([C@H](O2)CO[P@](=O)(OC2=CC=CC=C2)N[C@@H](C)C(=O)OC(C)C)O)O)C#N isopropyl ((S)-(((2R,3S,4R,5R)-5-(4-aminopyrrolo[2,1-f][1,2,4]triazin-7-yl)-5-cyano-3,4-dihydroxytetrahydrofuran-2-yl)methoxy)(phenoxy)phosphoryl)-L-alaninate